7-cyclopentyloxycoumarincarbonyl chloride C1(CCCC1)OC1=CC=C2C=C(C(OC2=C1)=O)C(=O)Cl